2-(5-isobutyl-2,5-diazabicyclo[2.2.1]heptan-2-yl)-N-(5-methyl-1H-pyrazol-3-yl)quinazolin-4-amine C(C(C)C)N1C2CN(C(C1)C2)C2=NC1=CC=CC=C1C(=N2)NC2=NNC(=C2)C